ClC1=CC=C(C=C1)C1=CC(=CC=C1)C1=CC=CC=2C3=CC=CC=C3NC12 4'-chloro[1,1'-biphenyl]-3-yl-9H-carbazole